C(C=CC1=CC=CC=C1)=CC(C)(C)N(C(O)=O)C1=C(C=CC(=C1)N1CCC(CC1)N(C)C)NC1=NC=C(C(=C1)NC1=C(C=CC=C1)OC(C)C)C#N.C(C=CC1=CC=CC=C1)=O cinnamaldehyde (cinnamal)tert-butyl-(2-((5-cyano-4-((2-isopropoxyphenyl)amino)pyridin-2-yl)amino)-5-(4-(dimethylamino)piperidin-1-yl)phenyl)carbamate